2-ETHYLTHIOPYRIDINE-5-BORONIC ACID C(C)C1=NC=C(C=C1)B(S)O